4-(4-chloro-7H-pyrrolo[2,3-D]pyrimidin-7-yl)butyric acid ClC=1C2=C(N=CN1)N(C=C2)CCCC(=O)O